NC1=NC(=C(C=2N1C(N(N2)CC=2N=COC2C)=O)C2=CC(=NC(=C2)C)C)N2CCCCC2 5-amino-8-(2,6-dimethyl-4-pyridinyl)-2-[(5-methyl-oxazol-4-yl)methyl]-7-(1-piperidinyl)-[1,2,4]triazolo[4,3-c]pyrimidin-3-one